ClC1=C(C=C2C(=NNC2=C1)CCCC(=O)O)C1=CC=C(C=C1)C1=C(C(=CC=C1C)OC)O 4-(6-chloro-5-(2'-hydroxy-3'-meth-oxy-6'-methyl-[1,1'-biphenyl]-4-yl)-1H-indazol-3-yl)-butanoic acid